OCC1CC=C2C(N=CN=C2N([C@H]2CN(CC[C@H]2C)C(CC#N)=O)C)=N1 3-((3R,4R)-3-((7-(hydroxymethyl)-7H-pyrido[2,3-d]pyrimidin-4-yl)(methyl)amino)-4-methylpiperidin-1-yl)-3-oxopropionitrile